2-bromo-5-(4-(dimethoxymethyl)piperidin-1-yl)pyridine BrC1=NC=C(C=C1)N1CCC(CC1)C(OC)OC